O1CCOC12CCN(CC2)C2=CC=CC=1N(CCOC12)C(=O)OCC1=CC=CC=C1 benzyl 8-(1,4-dioxa-8-azaspiro[4.5]decan-8-yl)-2,3-dihydro-1,4-benzoxazine-4-carboxylate